(S)-N-(1-amino-2-methyl-3-hydroxy-1-oxopropan-2-yl)-2-(difluoromethyl)-5-((2-methylthiazol-5-yl)methoxy)benzofuran-3-carboxamide NC([C@@](CO)(C)NC(=O)C1=C(OC2=C1C=C(C=C2)OCC2=CN=C(S2)C)C(F)F)=O